glycidyl bis(trifluoromethyl) phosphite P(OCC1CO1)(OC(F)(F)F)OC(F)(F)F